O=C1NC(CCC1N1C(C2=CC=C(C=C2C1=O)CN1CC(C1)C1=CC=NC2=CC(=CC=C12)F)=O)=O 2-(2,6-dioxopiperidin-3-yl)-5-((3-(7-fluoroquinolin-4-yl)azetidin-1-yl)methyl)isoindoline-1,3-dione